(R)-1-(2-chlorophenyl)ethan-1-amine ClC1=C(C=CC=C1)[C@@H](C)N